3-(3-azepan-1-ylpropyl)-N5,N5,6-trimethyl-2-oxo-1-[3-(trifluoromethyl)phenyl]-1,2-dihydropyridine-3,5-dicarboxamide N1(CCCCCC1)CCCC1(C(N(C(=C(C1)C(=O)N(C)C)C)C1=CC(=CC=C1)C(F)(F)F)=O)C(=O)N